N-(2,6-dichloropyridin-4-yl)nitramide ClC1=NC(=CC(=C1)N[N+](=O)[O-])Cl